3-iodo-2,6-dihydro-4H-pyrrolo[3,4-c]pyrazole-5-carboxylic acid tert-butyl ester C(C)(C)(C)OC(=O)N1CC2=NNC(=C2C1)I